CC1(COCCC1C1=C(C=C(C=C1)F)C(C(=O)O)N1CC(C1)OCCCCCC1=NC=2NCCCC2C=C1)C 2-(2-(3,3-dimethyltetrahydro-2H-pyran-4-yl)-5-fluorophenyl)-2-(3-(5-(5,6,7,8-tetrahydro-1,8-naphthyridin-2-yl)pentyloxy)azetidin-1-yl)acetic acid